(9,9-dimethyl-9,10-dihydroacridin-4-yl)boronic acid pinacol ester CC1(C2=CC=CC=C2NC=2C(=CC=CC12)B1OC(C)(C)C(C)(C)O1)C